2-((1r,3R,5S)-adamantan-1-yl)-N-(11-aminoundecyl)acetamide C12(CC3CC(CC(C1)C3)C2)CC(=O)NCCCCCCCCCCCN